CN1C2=C(C(=C(C1=O)C(=O)OCC)OS(=O)(=O)C(F)(F)F)[C@@H](CC2)C Ethyl (5R)-1,5-dimethyl-2-oxo-4-(trifluoromethylsulfonyloxy)-6,7-dihydro-5H-cyclopenta[b]pyridine-3-carboxylate